4-((3-(8-(((3S,4R)-3-fluoro-1-methylpiperidin-4-yl)amino)-3-(prop-1-yn-1-yl)imidazo[1,2-a]pyridin-2-yl)prop-2-yn-1-yl)amino)-3-methoxy-N-methylbenzamide F[C@H]1CN(CC[C@H]1NC=1C=2N(C=CC1)C(=C(N2)C#CCNC2=C(C=C(C(=O)NC)C=C2)OC)C#CC)C